C(C)(C)(C)OC(=O)C=1N=NC=CC1 pyridazin-3-carboxylic acid tert-butyl ester